trans-tert-butyl(3-((6-(2-ethyl-5-fluoro-4-hydroxyphenyl)-1-(tetrahydro-2H-pyran-2-yl)-1H-indazol-4-yl)oxy) cyclobutyl)(2-methoxyethyl)carbamate C(C)(C)(C)OC(N(CCOC)[C@@H]1C[C@H](C1)OC1=C2C=NN(C2=CC(=C1)C1=C(C=C(C(=C1)F)O)CC)C1OCCCC1)=O